The molecule is a multi-methyl-branched fatty acyl-CoA that is the S-(4,8,12-trimethyltridecanoyl) derivative of coenzyme A. It is a multi-methyl-branched fatty acyl-CoA, a long-chain fatty acyl-CoA and an 11,12-saturated fatty acyl-CoA. It derives from a coenzyme A. It is a conjugate acid of a 4,8,12-trimethyltridecanoyl-CoA(4-). CC(C)CCCC(C)CCCC(C)CCC(=O)SCCNC(=O)CCNC(=O)[C@@H](C(C)(C)COP(=O)(O)OP(=O)(O)OC[C@@H]1[C@H]([C@H]([C@@H](O1)N2C=NC3=C(N=CN=C32)N)O)OP(=O)(O)O)O